N-(2-(4-cyclopropyl-6-methoxypyrimidin-5-yl)-4-((4-(1-methyl-4-(trifluoro-methyl)-1H-imidazol-2-yl)benzyl)amino)-5,6,7,8-tetrahydroquinazolin-6-yl)-N-methylcyanamide C1(CC1)C1=NC=NC(=C1C1=NC=2CCC(CC2C(=N1)NCC1=CC=C(C=C1)C=1N(C=C(N1)C(F)(F)F)C)N(C#N)C)OC